C(C1=CC=CC=C1)OC(C)C=1C(=C(O[Si](C2=CC=CC=C2)(C2=CC=CC=C2)C(C)(C)C)C=C(C1)Cl)SCC1=CC=CC=C1 3-[1-(benzyloxy)ethyl]-2-(benzylsulfanyl)-5-chlorophenoxy(tert-butyl)diphenylsilane